FC(C=1C=CC=2N(N1)C(=CN2)C2=CC(=NC=N2)N2CC(C(CC2)OC)CNS(=O)(=O)C)F N-((1-(6-(6-(Difluoromethyl)imidazo[1,2-b]pyridazin-3-yl)pyrimidin-4-yl)-4-methoxypiperidin-3-yl)methyl)methanesulfonamide